[Si](C)(C)(C(C)(C)C)OC1C2N(C(C3=C(N1C(=O)[O-])C=CC(=C3)OC)=O)CCC2 11-((tert-butyldimethylsilyl) oxy)-7-methoxy-5-oxo-2,3,11,11a-tetrahydro-1H-benzo[e]pyrrolo[1,2-a][1,4]diazepin-10(5H)-carboxylate